C(CC)(=O)OCC1=C(C=C(C(=C1)C(C)(C)C)O)C(C)(C)C 1-(2,5-di-t-butyl-4-hydroxybenzyl) propionate